BrCC1=C(C=CC=C1C(F)(F)F)Cl 2-(bromomethyl)-1-chloro-3-(trifluoromethyl)benzene